CN1N=C(C(=C1)S(=O)(=O)N1CCC(CC1)C=1C(=CC=2N(C1)N=C(N2)C)C)C 6-(1-((1,3-dimethyl-1H-pyrazol-4-yl)sulfonyl)piperidin-4-yl)-2,7-dimethyl-[1,2,4]triazolo[1,5-a]pyridine